1-(bicyclo[1.1.1]pent-1-yl)-6-(cyclopropylmethyl)-N-(1-(3,4,5-trimethoxyphenyl)-1H-imidazol-4-yl)-1H-pyrazolo[3,4-d]pyrimidin-4-amine C12(CC(C1)C2)N2N=CC=1C2=NC(=NC1NC=1N=CN(C1)C1=CC(=C(C(=C1)OC)OC)OC)CC1CC1